methylpropane methacrylate C(C(=C)C)(=O)O.CCCC